FC(C=1C=C(CNC=2N=CC(=NC2)S(=O)(=O)NC)C=CC1)F 5-((3-(Difluoromethyl)benzyl)amino)-N-methylpyrazine-2-sulfonamide